(R)-2-(7-(3-cyano-4-isopropoxybenzyloxy)-1,2,3,4-tetrahydrocyclopenta[b]indol-3-yl)acetic acid C(#N)C=1C=C(COC2=CC=3C4=C(NC3C=C2)[C@H](CC4)CC(=O)O)C=CC1OC(C)C